COC1=CC2=C(C3=C(COC3=O)C=C2C=C1OC)C=1C=CC(=NC1)N(C(C(C)(C)C)=O)C N-(5-(6,7-dimethoxy-3-oxo-1,3-dihydronaphtho[2,3-c]furan-4-yl)pyridin-2-yl)-N-methylpivalamide